ClC=1C=2N(C=CC1)N=C(C2)[C@H]2N(CCC1=C2N=CN1)C(=O)C1=C(N=C(O1)[C@@H](C)O)C ((S)-4-(4-chloropyrazolo[1,5-a]pyridin-2-yl)-6,7-dihydro-1H-imidazo[4,5-c]pyridin-5(4H)-yl)(2-((R)-1-hydroxyethyl)-4-methyloxazol-5-yl)methanone